N1(CCCC1)CCC1=CNC2=CC=CC(=C12)OC(C(C)C)=O isobutyric acid 3-(2-(pyrrolidin-1-yl) ethyl)-1H-indol-4-yl ester